(16R)-13-ethyl-8-methoxy-12,16-bis(trifluoromethyl)-12,13,15,16,17,18,19,20-octahydro-14H-6,22-(azeno)-11,7-(metheno)[1,2,4]triazolo[5,1-c][1,4,10,13,15]oxatetraazacycloicosin-14-one C(C)N1C(C=2N=CC(=C(C3=CN4C(C(OCCCC[C@@H](NC1=O)C(F)(F)F)=N3)=NC=N4)C2)OC)C(F)(F)F